4-amino-N-(6-chloroquinolin-2-yl)piperidine-1-carboxamide 2,2,2-trifluoroacetate FC(C(=O)O)(F)F.NC1CCN(CC1)C(=O)NC1=NC2=CC=C(C=C2C=C1)Cl